C1=CSSC1C(=O)O.C1=CSSC1C(=O)O.C1=CSSC1C(=O)O.C1=CSSC1C(=O)O.[Mo] molybdenum dithiolate